IC=1C(=C(N(N1)C)C1=C(C2=C(N=CN=C2N)N1C)C1=CC=C(C=C1)OC1=NC=CC(=N1)C)C 6-(5-iodo-2,4-dimethylpyrazol-3-yl)-7-methyl-5-[4-[(4-methylpyrimidin-2-yl)oxy]phenyl]pyrrolo[2,3-d]pyrimidin-4-amine